1-N-[4-(7-bromo-6-carbamoyl-quinolin-4-yl)oxyphenyl]-1-N'-(4-fluorophenyl)cyclopropane-1,1-dicarboxamide BrC1=C(C=C2C(=CC=NC2=C1)OC1=CC=C(C=C1)NC(=O)C1(CC1)C(=O)NC1=CC=C(C=C1)F)C(N)=O